N-phenyl-2-(piperazin-1-yl)ethane-1-sulfonamide hydrochloride Cl.C1(=CC=CC=C1)NS(=O)(=O)CCN1CCNCC1